3-fluoro-5-nitro-4-((piperidin-4-ylmethyl)amino)benzenesulfonic acid Amide FC=1C=C(C=C(C1NCC1CCNCC1)[N+](=O)[O-])S(=O)(=O)N